(3-chlorophenyl){(4E)-3,3-dimethyl-4-[3-(3-methylphenyl)prop-2-yn-1-ylidene]piperidine-1-yl}methanone ClC=1C=C(C=CC1)C(=O)N1CC(/C(/CC1)=C/C#CC1=CC(=CC=C1)C)(C)C